2-chloro-N-(2-chloroethyl)-9-(tetrahydro-2H-pyran-4-yl)-9H-purin-8-amine ClC1=NC=C2N=C(N(C2=N1)C1CCOCC1)NCCCl